CC1=CC(=NN1)C=1SC=CC1NC(CC1=CC=CC2=CC=CC=C12)=O N-(2-(5-methyl-1H-pyrazol-3-yl)thiophen-3-yl)-2-(naphthalen-1-yl)acetamide